3-decane-ol CCC(CCCCCCC)O